F\C(=C/Cl)\C(F)(F)F (Z)-2,3,3,3-tetrafluoro-1-chloroprop-1-ene